(S)-1-(4-(5H-pyrrolo[2,3-b]pyrazin-2-yl)cyclohex-3-en-1-yl)-1-methyl-3-(1-methyl-2-oxo-5-(trifluoromethyl)-1,2-dihydropyridin-3-yl)urea N1=C2C(=NC=C1C1=CC[C@H](CC1)N(C(=O)NC=1C(N(C=C(C1)C(F)(F)F)C)=O)C)NC=C2